4-((6-cyclopropylimidazo[1,2-a]pyridin-2-yl)methoxy)-6-((4-(N-hydroxycarbamimidoyl)-2,6-dimethylbenzyl)amino)pyrimidine-2-carboxylic acid C1(CC1)C=1C=CC=2N(C1)C=C(N2)COC2=NC(=NC(=C2)NCC2=C(C=C(C=C2C)C(NO)=N)C)C(=O)O